BrC(N1N=CC(=C1)C(=O)OCC)(F)F ethyl 1-(bromodifluoromethyl)-1H-pyrazole-4-carboxylate